NC1=NC=2C=NC(=CC2C2=C1C=NN2C)C(=O)OC methyl 4-amino-1-methyl-1H-pyrazolo[4,3-c][1,7]naphthyridine-8-carboxylate